(S)-amino-6-borahexanoic Acid N[C@H](C(=O)O)CCCB